[Si](C1=CC=CC=C1)(C1=CC=CC=C1)(C(C)(C)C)OC[C@@H]1[C@]([C@H]([C@@H](O1)N1C2=NC(=NC(=C2N=C1)NC(OC(C)(C)C)=O)Cl)O)(O)C#C tert-butyl (9-((2R,3R,4S,5R)-5-(((tert-butyldiphenylsilyl)oxy)-methyl)-4-ethynyl-3,4-dihydroxytetrahydrofuran-2-yl)-2-chloro-9H-purin-6-yl)carbamate